FC=1C=C(C=C2CCC(NC12)=O)[C@H](CN1C[C@@H]2[C@](C1)([C@H]([C@H](C2)OC2=C(C=CC=C2)F)O)O)O 8-fluoro-6-((R)-2-((3aS,4S,5S,6aR)-5-(2-fluorophenoxy)-3a,4-dihydroxyhexahydrocyclopenta[c]pyrrol-2(1H)-yl)-1-hydroxyethyl)-3,4-dihydroquinolin-2(1H)-one